N1(CCCCC1)C=1C=CC2=C(NC(=N2)C2=NNC3=CC=C(C=C23)C(=O)OC)C1 methyl 3-(6-(piperidin-1-yl)-1H-benzo[d]imidazol-2-yl)-1H-indazole-5-carboxylate